C1(=CC=CC=C1)C1NCC2(C1)CCCCC2 3-phenyl-2-azaspiro[4.5]decane